2-(3-chloro-2-methyl-phenyl)-4,5,6,7-tetrahydropyrazolo[1,5-a]pyridin-4-ol ClC=1C(=C(C=CC1)C1=NN2C(C(CCC2)O)=C1)C